O(P(O)(=O)OP(=O)(O)OP(=O)(O)O)C[C@]1(O[C@H]([C@@H]([C@@H]1O)O)N1C=C(C2=C1N=CN=C2)C(N)=O)F ((2S,3S,4R,5R)-5-(5-carbamoyl-7H-pyrrolo[2,3-d]pyrimidin-7-yl)-2-fluoro-3,4-dihydroxytetrahydrofuran-2-yl)methyl tetrahydrogen triphosphate